CN(CCC1=C(C=CC(=N1)NC=1C2=C(C(=NC1)C1=C3C(=NC=C1)N(C=C3)C)CNC2=O)[C@H]2COCC2)C (S)-7-((6-(2-(dimethylamino)-ethyl)-5-(tetrahydrofuran-3-yl)pyridin-2-yl)amino)-4-(1-methyl-1H-pyrrolo[2,3-b]pyridin-4-yl)-2,3-dihydro-1H-pyrrolo[3,4-c]pyridin-1-one